1-(5-(5-methoxypyridin-3-yl)-1,3,4-thiadiazol-2-yl)ethan-1-one COC=1C=C(C=NC1)C1=NN=C(S1)C(C)=O